FC=1C(=NC=C(C1)C(F)(F)F)N1CCN(CC1)C(=O)C1=C(C=CC(=C1)S(=O)(=O)C)O[C@H](C(F)(F)F)C [4-(3-fluoro-5-trifluoromethyl-pyridin-2-yl)-piperazin-1-yl]-[5-methanesulfonyl-2-((S)-2,2,2-trifluoro-1-methyl-ethoxy)-phenyl]-methanone